Cl.NC(C(=O)N1CCN(CC1)C(=O)NC1=NC(N(C=C1)C1=CC=C(C=C1)CN1CC(C1)(O)CCN)=O)(C)C 4-(2-Amino-2-methylpropanoyl)-N-(1-(4-((3-(2-aminoethyl)-3-hydroxyazetidin-1-yl)methyl)phenyl)-2-oxo-1,2-dihydropyrimidin-4-yl)piperazine-1-carboxamide hydrochloride salt